BrC=1C=C2C(=NC1C(=O)OC)N(C=C2)CC methyl 5-bromo-1-ethylpyrrolo[2,3-b]pyridine-6-carboxylate